3-(3,5-Dinitrophenyl)-1,2,4-oxadiazole [N+](=O)([O-])C=1C=C(C=C(C1)[N+](=O)[O-])C1=NOC=N1